COC(N[C@@H](CC\C=C\C(=O)N(C)C)C(NC=1C(N(C=CC1)CC=1NC2=NC=NC(=C2N1)OCC1=CC=CC=C1)=O)=O)=O Methyl-N-[(E,1S)-1-[[1-[(6-benzyloxy-9H-purin-8-yl)methyl]-2-oxo-3-pyridyl]carbamoyl]-6-(dimethylamino)-6-oxo-hex-4-enyl]carbamat